BrC1=NNC(=C1[N+](=O)[O-])Br 3,5-dibromo-4-nitropyrazole